ClC=1C(=NC(=NC1)N[C@H]1CN(CC1)CCC1CCNCC1)C1=CNC2=CC=CC=C12 (R)-5-chloro-4-(1H-indol-3-yl)-N-(1-(2-(piperidin-4-yl)ethyl)pyrrolidin-3-yl)pyrimidine-2-Amine